Methyl 4-[(1S)-1-[[1-(tert-butoxycarbonylamino)-4,4-difluoro-cyclohexanecarbonyl]amino]ethyl]benzoate C(C)(C)(C)OC(=O)NC1(CCC(CC1)(F)F)C(=O)N[C@@H](C)C1=CC=C(C(=O)OC)C=C1